tert-butyl (2S)-2-{[(4-{3-[(3-chloro-5-fluoro-2-methoxyphenyl)amino]-4-oxo-1H,5H,6H,7H-pyrrolo[3,2-c]pyridin-2-yl}pyridin-3-yl)oxy]methyl}pyrrolidine-1-carboxylate ClC=1C(=C(C=C(C1)F)NC1=C(NC2=C1C(NCC2)=O)C2=C(C=NC=C2)OC[C@H]2N(CCC2)C(=O)OC(C)(C)C)OC